4-cyclohexyl-Phenyldiphenylsulfonium Perfluoro-n-octanesulfonate FC(C(C(C(C(C(C(C(F)(F)F)(F)F)(F)F)(F)F)(F)F)(F)F)(F)F)(S(=O)(=O)[O-])F.C1(CCCCC1)C1=CC=C(C=C1)[S+](C1=CC=CC=C1)C1=CC=CC=C1